Hexadecyltrimethylazanium C(CCCCCCCCCCCCCCC)[N+](C)(C)C